COC(=O)C1=C(C=NC=C1)NC[C@@H]1CCCC2=CC(=CC=C12)N(C=1SC=CC1)C 3-({[(1R)-6-[methyl-(thiophen-2-yl)amino]-1,2,3,4-tetrahydronaphthalen-1-yl]methyl}amino)pyridine-4-carboxylic acid methyl ester